FC(C1(CC1)C1CCC=2N=C3C=CC(=CC3=CC2C1)C(=O)N)(F)F 7-(1-(trifluoromethyl)cyclopropyl)-5,6,7,8-tetrahydroacridine-2-carboxamide